ClCC(=CCC(C)C)CCl 1-chloro-2-(chloromethyl)-5-methyl-2-hexene